BrC1=CC=C(C(=O)NC2=C(C=CC(=C2)C(F)(F)F)F)C=C1 4-bromo-N-(2-fluoro-5-(trifluoromethyl)phenyl)benzamide